[Co](=S)(=S)=S cobalt disulfide sulfide